NC(CC(=O)O)CC1=CC2=CC=CC=C2C=C1 3-amino-4-(2-naphthyl)butyric acid